NC1=C(C(N(C2=CC(=CC=C12)C(F)(F)F)C=1C=C2C=CN=CC2=CC1)=O)C(=O)OC methyl 4-amino-1-(isoquinolin-6-yl)-2-oxo-7-(trifluoromethyl)-1,2-dihydroquinoline-3-carboxylate